bromo-1H-pyrrole-1,2-dicarboxylic acid 1-(tert-butyl) 2-methyl ester COC(=O)C=1N(C=CC1Br)C(=O)OC(C)(C)C